2-[[4-(1,7-diazaspiro[4.4]nonan-7-yl)-3-isothiazol-3-yl-pyrrolo[2,3-b]pyridin-1-yl]methoxy]ethyl-trimethyl-silane N1CCCC12CN(CC2)C2=C1C(=NC=C2)N(C=C1C1=NSC=C1)COCC[Si](C)(C)C